O1C(=NN=C1)N1CC2(C1)OC[C@H](C2)N2CCC(CC2)C2=C(OCC1(COC1)O)C=CC(=C2)F (S)-3-((2-(1-(2-(1,3,4-oxadiazol-2-yl)-5-oxa-2-azaspiro[3.4]octan-7-yl)piperidin-4-yl)-4-fluorophenoxy)methyl)oxetan-3-ol